1,3-Dibromomethylbenzene BrCC1=CC(=CC=C1)CBr